1,6-Hexylendiisocyanat C(CCCCCN=C=O)N=C=O